C(CCC)(=O)O.FC1=C(OC2=C(C(=C(C=C2)NC(=O)C2=NN(C=C2)C2=CN=NC=C2)N2C[C@@H](N(CC2)C)CNC)C(F)(F)F)C=CC=C1 N-[4-(2-fluorophenoxy)-2-{(3S)-4-methyl-3-[(methylamino)methyl]piperazin-1-yl}-3-(trifluoromethyl)phenyl]-1-(pyridazin-4-yl)-1H-pyrazole-3-carboxamide monobutyrate